dihydroxycyclobutene OC1=C(CC1)O